2,2'-methylenebis-(4-ethyl-6-tert-butylphenol) C(C1=C(C(=CC(=C1)CC)C(C)(C)C)O)C1=C(C(=CC(=C1)CC)C(C)(C)C)O